C1(=CC=CC=C1)CCCCC=1OC2=C(N1)C=CC=1CCC(C12)CCNC(C)=O N-{2-[2-(4-phenylbutyl)-7,8-dihydro-6H-indeno[5,4-d][1,3]oxazol-8-yl]ethyl}acetamide